COC(=O)C=1C=C(C2=CN(N=C2C1)C1CN(C1)C(=O)OC(C)(C)C)Br.CC1=CC=C(C=C1)NC(=O)C=1N=NC=CC1 N-(4-Methylphenyl)pyridazine-3-carboxamide methyl-4-bromo-2-(1-(tert-butoxycarbonyl)azetidin-3-yl)-2H-indazole-6-carboxylate